C(NC(CCS(=O)(=O)C=C)=O)NC(CCS(=O)(=O)C=C)=O N,N'-methylenebis-(β-(vinylsulfonyl)propionamide)